2-Chloro-1-(2-Chlorothiazol-5-yl)Ethanone ClCC(=O)C1=CN=C(S1)Cl